C(CCCCCCC)P([O-])(=O)CC.C(CCCCCCC)P([O-])(=O)CC.C(CCCCCCC)P([O-])(=O)CC.[Al+3] aluminum tris(n-octylethylphosphinate)